FC(C(\C=C(\C=1C(=NC(=CC1C)C)O)/O)=O)F (Z)-1,1-difluoro-4-hydroxy-4-(2-hydroxy-4,6-dimethyl-3-pyridinyl)but-3-en-2-one